FC1=C(C=CC(=C1)OC[C@H](CO)O)C1=CC=C(C=C1)\C=C\[C@@H](CO)N1C(=NC=C1)[C@H](C)O (S)-3-((2-fluoro-4'-((S,E)-4-hydroxy-3-(2-((S)-1-hydroxyethyl)-1H-imidazol-1-yl)but-1-en-1-yl)-[1,1'-biphenyl]-4-yl)oxy)propane-1,2-diol